4,4'-biphenyl-diol diacrylate C(C=C)(=O)OC1=CC=C(C=C1)C1=CC=C(C=C1)OC(C=C)=O